BrC=1C=C(C(=C(C1)C1=NN(C=N1)C)OC)[N+](=O)[O-] 3-(5-bromo-2-methoxy-3-nitrophenyl)-1-methyl-1H-1,2,4-triazole